FC1(C2CN(CC12)C1=NC(=CC(=N1)C(=O)NN)C)F 2-(6,6-difluoro-3-azabicyclo[3.1.0]hexan-3-yl)-6-methylpyrimidine-4-Carbohydrazide